(R)-4-((4-(1-chloro-3-methoxyprop-1-en-1-yl)pyrimidin-2-yl)amino)-2-fluoro-N-(8-methylisoquinolin-1-yl)-N-(piperidin-3-yl)benzamide ClC(=CCOC)C1=NC(=NC=C1)NC1=CC(=C(C(=O)N([C@H]2CNCCC2)C2=NC=CC3=CC=CC(=C23)C)C=C1)F